5-(3-(((S)-1-(1H-tetrazol-1-yl)propan-2-yl)oxy)-4-chlorophenyl)-N-(3-((2,5,8,11,14,17-hexaoxanonadecan-19-yl)oxy)-1-((1r,4r)-4-morpholinocyclohexyl)-1H-pyrazol-4-yl)pyrimidin-2-amine N1(N=NN=C1)C[C@H](C)OC=1C=C(C=CC1Cl)C=1C=NC(=NC1)NC=1C(=NN(C1)C1CCC(CC1)N1CCOCC1)OCCOCCOCCOCCOCCOCCOC